ClC1=C(C=CC=C1C1=NC=CC(=C1Cl)C1=NC(=C(C=C1)CNCC1NC(CC1)=O)OC)NC(C1=NC=C(C(=C1)OC)CNCCCF)=O N-(2-chloro-3-(3'-chloro-6-methoxy-5-((((5-oxopyrrolidin-2-yl)methyl)amino)methyl)-[2,4'-bipyridin]-2'-yl)phenyl)-5-(((3-fluoropropyl)amino)methyl)-4-methoxypicolinamide